FC(C1=NC(=NO1)C=1C=C2CC[C@H](C2=CC1)NC(=O)NC)F (R)-1-(5-(5-(difluoromethyl)-1,2,4-oxadiazol-3-yl)-2,3-dihydro-1H-inden-1-yl)-3-methylurea